CC(C=O)CCC=C(CC)C 2,6-dimethyl-oct-5-en-1-al